(4aR,8aS)-6-(3-(Bis(4-fluorophenyl)methyl)azetidin-1-carbonyl)hexahydro-2H-pyrido[4,3-b][1,4]oxazin-3(4H)-on FC1=CC=C(C=C1)C(C1CN(C1)C(=O)N1C[C@@H]2[C@@H](OCC(N2)=O)CC1)C1=CC=C(C=C1)F